C1(=CC=CC=C1)C(C1=CC=CC=C1)OC(CCCCCCCCCCC)=O dodecanoic acid-1,1-diphenylmethyl ester